N-(3-bromo-5-morpholinophenyl)acrylamide 2-(2,2,2-trifluoroacetamido)ethyl-2-cyano-2-(4-(dicyanomethylene)cyclohexa-2,5-dien-1-ylidene)acetate FC(C(=O)NCCOC(C(=C1C=CC(C=C1)=C(C#N)C#N)C#N)=O)(F)F.BrC=1C=C(C=C(C1)N1CCOCC1)NC(C=C)=O